FC=1C=C(C=C(C1)C(F)(F)F)C=1C=C2C=CN(C2=C(C1)C(=O)N[C@@H](C)C1=CC=C(C(=O)O)C=C1)CC1=CC=C(C=C1)C(F)(F)F (S)-4-(1-(5-(3-fluoro-5-(trifluoromethyl)phenyl)-1-(4-(trifluoromethyl)benzyl)-1H-indole-7-carboxamido)ethyl)benzoic acid